2-amino-5-(4-(2-hydroxy-2-(2-methyl-thiazol-4-yl)acetamido)-2-methyl-phenyl)-N-isopropylnicotinamide NC1=C(C(=O)NC(C)C)C=C(C=N1)C1=C(C=C(C=C1)NC(C(C=1N=C(SC1)C)O)=O)C